O=C1NC=CC2=C1C=CN2CCOCCC(=O)O 3-(2-(4-oxo-4,5-dihydro-1H-pyrrolo[3,2-c]pyridin-1-yl)ethoxy)propionic acid